C1(CCCC1)N1C(N(C=2C1=C1C(=NC2)NC(=C1C=1C=C2C=NN(C2=CC1)C)C=1C=NN(C1)CC(F)F)C)=O 1-Cyclopentyl-7-(1-(2,2-difluoroethyl)-1H-pyrazol-4-yl)-3-methyl-8-(1-methyl-1H-indazol-5-yl)-3,6-dihydroimidazo[4,5-d]pyrrolo[2,3-b]pyridin-2(1H)-on